ClC1=C(C=C(OCC(=O)NC23CC(C2)(C3)C(=O)NCC3=C(OC=C3)C)C=C1)F 3-[2-(4-chloro-3-fluorophenoxy)acetamido]-N-[(2-methylfuran-3-yl)methyl]bicyclo[1.1.1]pentane-1-carboxamide